N1(C=NC=C1)C=1C=CC=2N=C(N(C(C2N1)=O)C1=CC=NC=C1)C 6-(1H-imidazol-1-yl)-2-methyl-3-(pyridin-4-yl)-3H,4H-pyrido[3,2-d]pyrimidin-4-one